O[C@@H]1[C@H]([C@H](NC1)C(=O)OCC)C ethyl (2S,3S,4R)-4-hydroxy-3-methylpyrrolidine-2-carboxylate